NC1=C(C2=NC3=CC=C(C=C3OC2=CC1=O)C)C(=O)O 2-amino-7-methyl-3-oxo-3H-phenoxazine-1-carboxylic acid